ClC1=CC(=C2CN(CC2=C1)C(=O)OC(C)(C)C)I tert-butyl (6-chloro-4-iodo-1,3-dihydroisoindole-2-yl)carboxylate